C12(C(=O)CC(CC1)C2(C)C)CS(=O)(=O)[O-].C(C)(=O)C2=C(C=C(C=C2)SC2=CC=C(C=C2)[S+](C2=CC=C(C=C2)SC2=CC(=C(C=C2)C(C)=O)CC)C2=CC=C(C=C2)SC2=CC(=C(C=C2)C(C)=O)CC)CC tris[4-(4-acetyl-3-ethylphenylthio)phenyl]sulfonium 10-camphorsulfonate